3-((4-(3-(2-methylpyridin-4-yl)-1H-indazol-5-yl)-2-oxopyridin-1(2H)-yl)methyl)benzonitrile CC1=NC=CC(=C1)C1=NNC2=CC=C(C=C12)C1=CC(N(C=C1)CC=1C=C(C#N)C=CC1)=O